C(#C)C1=C2C(=CC=C(C2=CC=C1F)C=O)C1=CC=C2C(=NC(=NC2=C1F)OCC1(CC1)CN1C[C@@H](CC1)F)N1CC2CCC(C1)N2CCO 5-ethynyl-6-fluoro-4-{8-fluoro-2-[(1-{[(3R)-3-fluoropyrrolidin-1-yl]methyl}cyclopropyl)methoxy]-4-[8-(2-hydroxyethyl)-3,8-diazabicyclo[3.2.1]octan-3-yl]quinazolin-7-yl}naphthal